(S)-tert-Butyl (1-(2-amino-3-(methylamino)-6-nitrophenyl)pyrrolidin-2-yl)methylcarbamate NC1=C(C(=CC=C1NC)[N+](=O)[O-])N1[C@@H](CCC1)CNC(OC(C)(C)C)=O